CN1C(N(C(C(=C1)C=1C=C(C=CC1)S(=O)(=O)N1CCC2(CC(CO2)NC[C@@H](COC=2C=C(C=CC2)S(=O)(=O)NC)O)CC1)=O)C)=O 3-((2S)-3-(8-(3-(1,3-dimethyl-2,4-dioxo-1,2,3,4-tetrahydropyrimidin-5-yl)phenylsulfonyl)-1-oxa-8-azaspiro[4.5]dec-3-ylamino)-2-hydroxypropoxy)-N-methylbenzenesulfonamide